C(CCCCC)C=C(C(=O)O)C.C(C(=C)C)(=O)OCCCCCC hexyl methacrylate (hexylmethacrylate)